IC=1C(=C(C(=O)[O-])C=CC1C)C(C)C iodo-2-isopropyl-4-methylbenzoate